(R)-1-methyl-4-((1-methyl-1H-pyrazol-4-yl)methyl-d2)-N-(1-methylcyclopropyl)-5-oxo-1,2,4,5-tetrahydroimidazo[1,2-a]quinazoline-7-sulfonamide C[C@@H]1CN=C2N1C1=CC=C(C=C1C(N2C([2H])([2H])C=2C=NN(C2)C)=O)S(=O)(=O)NC2(CC2)C